ClC1=C(C=NN1C1CCOCC1)NC1=NC=C(C(=N1)OCC1CCC(CC1)O)F (1R,4R)-4-(((2-((5-chloro-1-(tetrahydro-2H-pyran-4-yl)-1H-pyrazol-4-yl)amino)-5-fluoropyrimidin-4-yl)oxy)methyl)cyclohexan-1-ol